C(C)(=O)NC=1N=C2N(N=C(C=C2)C=2C=NC(=C(C(=O)O)C2)C(F)(F)F)C1 5-(2-acetamidoimidazo[1,2-b]pyridazin-6-yl)-2-(trifluoromethyl)nicotinic acid